FC1(CN(C1)C1=NC(=CC(=N1)C1=NN=C(S1)C1=C(C=C(C=C1)C(CO)S(=O)(=O)N)N1CCC2(CC2)CC1)C)F (4-(5-(2-(3,3-difluoroazetidin-1-yl)-6-methylpyrimidin-4-yl)-1,3,4-thiadiazol-2-yl)-3-(6-azaspiro[2.5]octan-6-yl)phenyl)-2-hydroxyethane-1-sulfonamide